1,1-dimethyl-3,4-dihydroisochromen-6-ol CC1(OCCC2=CC(=CC=C12)O)C